N(N)C=1C=2N(CCCN1)C=C(C2)C2=NC(=NC=C2)NC2=CC=NN2C 4-(1-hydrazineyl-4,5-dihydro-3H-pyrrolo[1,2-a][1,4]diazepin-8-yl)-N-(1-methyl-1H-pyrazol-5-yl)pyrimidin-2-amine